CC(C[C@@H](B1OC(C2=C(O1)C=CC=C2)=O)NC([C@H](CC2=CC=CC=C2)NC(=O)C2=NC=CN=C2)=O)C N-((S)-1-((R)-3-methyl-1-(4-oxo-4H-benzo[d][1,3,2]dioxaborinin-2-yl)butylamino)-1-oxo-3-phenylpropan-2-yl)pyrazine-2-carboxamide